[Cl-].C(CCCCCCCCCCCCC)[N+](CCC[Si](OC)(OC)OC)(C)C tetradecyl-dimethyl-(3-trimethoxysilylpropyl)ammonium chloride